1-(4-methoxybenzyl)-1H-1,2,3-triazole-4-carboxylic acid ethyl ester C(C)OC(=O)C=1N=NN(C1)CC1=CC=C(C=C1)OC